Cl.ClCCCCCCCCNCCCOC N-(8-chlorooctyl)-N-(3-methoxypropyl)amine hydrochloride